tridecyl 1,2,3,4-butanetetracarboxylate C(C(C(CC(=O)[O-])C(=O)[O-])C(=O)[O-])C(=O)OCCCCCCCCCCCCC